C(C)(C)(C)OC(=O)N1CCN(CC1)CC1=CC=C(C=C1)N1C(=NC=2C1=NC(=CC2)C2=CC=C(C=C2)F)C=2C(=NC=CC2)N.C2(=CC=CC=C2)C2=NC1=CC=C(C=C1C=N2)N2C=NC=C2 2-Phenyl-6-(1H-Imidazol-1-YL)Quinazoline tert-butyl-4-(4-(2-(2-aminopyridin-3-yl)-5-(4-fluorophenyl)-3H-imidazo[4,5-b]pyridin-3-yl)benzyl)piperazine-1-carboxylate